C(CCCCC)C1(CC=CC2=CC=CC=C12)C=C α-hexyl-1-vinylnaphthalene